t-amyl-p-cresol C(C)(C)(CC)C1=CC(=CC=C1O)C